methyl 2-(3-methylisoxazol-5-yl)acetate CC1=NOC(=C1)CC(=O)OC